C(C)(C)N1N=CC(=C1C)C1=NC(=NC=C1)N 4-(1-isopropyl-5-methyl-1H-pyrazol-4-yl)pyrimidin-2-amine